Nitrocarbazole C1=CC=C2C(=C1)C3=C(N2)C(=CC=C3)[N+](=O)[O-]